NC1=CC=C(OC2=C(C(=CC=C2)OC2=CC=C(C=C2)N)C(F)(F)F)C=C1 2,6-bis(4-aminophenoxy)benzotrifluoride